C(C)(C)(C)NC(=O)C1=C(C(=CC=2N1N=CC2)C)NC(=O)C2=CC(=NN2C2=NC=CC=C2Cl)CN2N=C(N=N2)C(F)(F)F N-(tert-butyl)-6-(1-(3-chloropyridin-2-yl)-3-((5-(trifluoromethyl)-2H-tetrazol-2-yl)methyl)-1H-pyrazole-5-carboxamido)-5-methylpyrazolo[1,5-a]pyridine-7-carboxamide